4-(3-(4-(2,3-dichlorophenyl)piperazin-1-yl)prop-1-en-1-yl)benzene-1,2-diol ClC1=C(C=CC=C1Cl)N1CCN(CC1)CC=CC=1C=C(C(=CC1)O)O